ClC1=NN=C(C2=CC=CC=C12)N1CCC(CC1)CNC(OC(C)(C)C)=O tert-butyl ((1-(4-chlorophthalazin-1-yl)piperidin-4-yl)methyl)carbamate